9-cyclopropyl-2,6-dimethyl-6,7,8,9-tetrahydropyrazino[2',3':5,6]pyrido[2,3-d]pyrimidin-7-ol C1(CC1)N1CC(N(C2=CC3=C(N=C(N=C3)C)N=C21)C)O